DODECYLBENZENE C(CCCCCCCCCCC)C1=CC=CC=C1